N1-(3,5-diisopropyl-[1,1':4',1''-terphenyl]-4-yl)benzene-1,2-diamine C(C)(C)C=1C=C(C=C(C1NC=1C(=CC=CC1)N)C(C)C)C1=CC=C(C=C1)C1=CC=CC=C1